COC1=CC=C(C2=C1NC(=N2)NC(=O)N2CCC1(CCOCC1)CC2)C=2C=NN(C2)C 3-Oxa-9-aza-spiro[5.5]undecane-9-carboxylic acid [7-methoxy-4-(1-methyl-1H-pyrazol-4-yl)-1H-benzoimidazol-2-yl]-amide